C1(CC1)C1=NC=NN1C1CC2(CN(C2)C(=O)OC2=CC=C(C=C2)[N+](=O)[O-])C1 4-nitrophenyl 6-(5-cyclopropyl-1H-1,2,4-triazol-1-yl)-2-azaspiro[3.3]heptane-2-carboxylate